FC1=C(C(=C2C=CNC2=C1)CCC(=O)OCC)OC1=CC(=C(C=C1)F)C=1NC(=CN1)C(C)(C)C1=CC=CC=C1 Ethyl 3-(6-fluoro-5-(4-fluoro-3-(5-(2-phenylpropan-2-yl)-1H-imidazol-2-yl)phenoxy)-1H-indol-4-yl)propanoate